FC1=CC=C(C=C1)C1=NOC(=N1)N1C2COCC1CC=1N=C(SC12)NC(OC(C)(C)C)=O tert-butyl {10-[3-(4-fluorophenyl)-1,2,4-oxadiazol-5-yl]-4,7,8,9-tetrahydro-5H-4,8-epiminooxocino[5,4-d][1,3]thiazol-2-yl}carbamate